Cl.FC1=C(C=CC(=C1F)OC)C1=CN=C2N1C=CN=C2NC2=CC(=C(C(=O)NCC1(CNCC1)O)C=C2)CC 4-((3-(2,3-difluoro-4-methoxyphenyl)imidazo[1,2-a]pyrazin-8-yl)amino)-2-ethyl-N-((3-hydroxypyrrolidin-3-yl)methyl)benzamide hydrochloride